3-methyl-(3R,5S)-5-[(2-methylpropyl)amino]piperidine-1,3-dicarboxylic acid 1-tert-butyl ester C(C)(C)(C)OC(=O)N1C[C@@](C[C@@H](C1)NCC(C)C)(C(=O)O)C